5-(((3R,4S)-1-acryloyl-4-fluoropyrrolidin-3-yl)amino)-3-methyl-8-(5-(trifluoromethyl)pyridin-2-yl)pyrido[4,3-d]pyrimidin-4(3H)-one C(C=C)(=O)N1C[C@H]([C@H](C1)F)NC1=NC=C(C=2N=CN(C(C21)=O)C)C2=NC=C(C=C2)C(F)(F)F